aluminum trisisopropoxide CC([O-])C.CC([O-])C.CC([O-])C.[Al+3]